C[Si](OCCCCCCN(CC#C)C)(OC(CCCCCCC\C=C/CCCCCCCC)OC=1C(=C2CCC(OC2=C(C1)C)(CCCC(CCCC(CCCC(C)C)C)C)C)C)C (Z)-6-((dimethyl((1-((2,5,8-trimethyl-2-(4,8,12-trimethyltridecyl)chroman-6-yl)oxy)octadec-9-en-1-yl)oxy)silyl)oxy)-N-methyl-N-(prop-2-yn-1-yl)hexan-1-amine